(2R,3R)-3-(3-(4-(3,4-dichlorobenzyloxy)phenyl)isoxazol-5-yl)-2-(2,4-difluorophenyl)-1-(1H-1,2,4-triazol-1-yl)butan-2-ol ClC=1C=C(COC2=CC=C(C=C2)C2=NOC(=C2)[C@@H]([C@@](CN2N=CN=C2)(O)C2=C(C=C(C=C2)F)F)C)C=CC1Cl